IC1=CC(=C(N)C=C1)N1CCC2(CC2)CC1 4-iodo-2-(6-azaspiro[2.5]octan-6-yl)aniline